N1=NNC=2N=C(N=CC21)N 3H-[1,2,3]triazolo[4,5-d]pyrimidin-5-amine